CC1=C(C(=CC=C1)C)\C=C\[C@@H]1[C@@H](C1)C1=CC=C(C=C1)C 1,3-dimethyl-2-((E)-2-((1r,2r)-2-(p-tolyl)cyclopropyl)vinyl)benzene